(2s,4r)-5-allyl-4-methoxypyrrolidine-2-carboxylic acid methyl ester COC(=O)[C@H]1NC([C@@H](C1)OC)CC=C